methyl (2S)-3-(1-bicyclo[1.1.1]pentanyl)-2-(tert-butoxycarbonylamino)propanoate C12(CC(C1)C2)C[C@@H](C(=O)OC)NC(=O)OC(C)(C)C